N-[2-(2-methoxypyridin-3-yl)-1-methylpyrrolo[3,2-c]pyridin-6-yl]cyclopropanecarboxamide COC1=NC=CC=C1C1=CC=2C=NC(=CC2N1C)NC(=O)C1CC1